C1N(CC2=CC=CC=C12)C(CS(=O)(=O)C=1OC=CN1)=O 1-(1,3-dihydro-2H-isoindol-2-yl)-2-(1,3-oxazol-2-ylsulfonyl)ethanone